FC1=C(C(=CC=C1)F)C1CC(=NO1)C=1N=C(SC1)C1CCN(CC1)C(COC=1N=NC(=CC1)C(F)(F)F)=O 1-(4-(4-(5-(2,6-difluorophenyl)-4,5-dihydroisoxazol-3-yl)thiazol-2-yl)piperidin-1-yl)-2-((6-(trifluoromethyl)pyridazin-3-yl)oxy)ethan-1-one